O=C1NC(CCC1N1C(C2=CC=C(C=C2C1)CN1[C@@H]2CN([C@H](C1)C2)C2=CC=C(C=C2)C2=CC(=C1CN(C(C1=C2)=O)CC(=O)NC=2SC=CN2)F)=O)=O 2-(6-(4-((1S,4S)-5-((2-(2,6-dioxopiperidin-3-yl)-1-oxoisoindolin-5-yl)methyl)-2,5-diazabicyclo[2.2.1]heptan-2-yl)phenyl)-4-fluoro-1-oxoisoindolin-2-yl)-N-(thiazol-2-yl)acetamide